N1CCC(CC1)NCC(=O)NCC(NC=1SC2=C(N1)C=CC(=C2)OC(F)(F)F)=O 2-[(piperidin-4-yl)amino]-N-({[6-(trifluoromethoxy)-1,3-benzothiazol-2-yl]carbamoyl}methyl)acetamide